FC(C=1C=CC=NC1)(F)F 5-(Trifluoromethyl)pyridine